chloro-1-methyl-3-(trifluoromethyl)pyrazole-4-carbaldehyde ClC1=C(C(=NN1C)C(F)(F)F)C=O